3-(cyanomethyl)-3-(4-{[(1R,2S)-2-phenylcyclopropyl]amino}piperidin-1-yl)azetidine-1-sulfonamide mono-methanesulfonic acid salt CS(=O)(=O)O.C(#N)CC1(CN(C1)S(=O)(=O)N)N1CCC(CC1)N[C@H]1[C@@H](C1)C1=CC=CC=C1